C1(=CC=CC=C1)C(CCC(=O)N[C@@H](CCCN)C(=O)O)C1=CC=CC=C1 (+)-diphenylbutyrylornithine